NCCNC1=C2C3=C(C=NC2=CC=C1)SC1=C(C3=O)C=C(C=C1)C (2-Aminoethylamino)-10-methyl-12H-benzothiopyrano[2,3-c]Quinolin-12-one